6,6'-(6-phenyl-1,3,5-triazine-2,4-diyl)bis(9-(4,6-diphenyl-1,3,5-triazin-2-yl)-3-phenyl-9H-carbazole) C1(=CC=CC=C1)C1=NC(=NC(=N1)C=1C=C2C=3C=C(C=CC3N(C2=CC1)C1=NC(=NC(=N1)C1=CC=CC=C1)C1=CC=CC=C1)C1=CC=CC=C1)C=1C=C2C=3C=C(C=CC3N(C2=CC1)C1=NC(=NC(=N1)C1=CC=CC=C1)C1=CC=CC=C1)C1=CC=CC=C1